C(CCC)N(CC1OC1)C butyl-(methyl)[(oxiran-2-yl)methyl]amine